1'-Acetyl-2-(tert-butyl)spiro[indole-3,3'-indolin]-2'-one C(C)(=O)N1C(C2(C3=CC=CC=C13)C(=NC1=CC=CC=C12)C(C)(C)C)=O